CS(=O)(=O)C1=CC=2CC3=CC=CC=C3C2C=C1 2-(methylsulfonyl)-fluorene